4-amino-N-(2,2-difluoro-6,7-dihydro-[1,3]dioxolo[4,5-g]benzofuran-6-yl)-7-fluoro-N-methylimidazo[1,5-a]quinoxaline-8-carboxamide NC=1C=2N(C3=CC(=C(C=C3N1)F)C(=O)N(C)C1COC=3C1=CC=C1C3OC(O1)(F)F)C=NC2